OCCN(S(=O)(=O)NC([O-])=O)C [2-hydroxy ethyl(methyl)sulfamoyl]carbamate